N-[3-(7-{[(3S,4R)-3-fluoro-1-methylpiperidin-4-yl]amino}-3-(2,2,2-trifluoroethyl)pyrazolo[1,5-a]pyridin-2-yl)prop-2-yn-1-yl]tetrahydropyran-4-carboxamide F[C@H]1CN(CC[C@H]1NC1=CC=CC=2N1N=C(C2CC(F)(F)F)C#CCNC(=O)C2CCOCC2)C